BrC1=CC=C2C(=N1)C(=NN2C)OCC=2C=C(C(=O)OC(C)(C)C)C=CC2 tert-butyl 3-(((5-bromo-1-methyl-1H-pyrazolo[4,3-b]pyridin-3-yl)oxy)methyl)benzoate